NN1C=NN=C1S 4-amino-5-mercapto-1,2,4-triazole